4-(4-Acryloyl-2-methylpiperazin-1-yl)-6-chloro-7-(2,3-dichloro-5-methoxyphenyl)-1-(2-isopropylphenyl)quinazolin-2(1H)-one C(C=C)(=O)N1CC(N(CC1)C1=NC(N(C2=CC(=C(C=C12)Cl)C1=C(C(=CC(=C1)OC)Cl)Cl)C1=C(C=CC=C1)C(C)C)=O)C